C(C)(=O)N1N=C(CC1C=1C=C2C=CN(C2=CC1)C)C=1C(NC2=CC=C(C=C2C1CC1=CC=CC=C1)Cl)=O 3-[2-acetyl-3-(1-methylindol-5-yl)-3,4-dihydropyrazol-5-yl]-4-benzyl-6-chloro-1H-quinolin-2-one